Methyl 5-(1-(7-isopropyl-1,3-dimethyl-2-oxo-2,3-dihydro-1H-benzo[d]imidazol-5-yl)-1,2,3,4-tetrahydro-1,7-naphthyridin-6-yl)picolinate C(C)(C)C1=CC(=CC2=C1N(C(N2C)=O)C)N2CCCC1=CC(=NC=C21)C=2C=CC(=NC2)C(=O)OC